ClC=1C(=CC=C2CCN(CC12)C(=O)OC(C)(C)C)O tert-butyl 8-chloro-7-hydroxy-3,4-dihydroisoquinoline-2(1H)-carboxylate